C(#N)C1=CC=C(C=C1)C=1C=C2C(C=3C=CC(=CC3C(C2=CC1)=O)C1=CC=C(C#N)C=C1)=O 4-[6-(4-cyanophenyl)-9,10-dioxo-9,10-dihydroanthracen-2-yl]benzonitrile